BrC1=C(C=C(C=C1)C1N(CC(C1)=O)C(=O)OC(C)(C)C)F tert-butyl 2-(4-bromo-3-fluorophenyl)-4-oxopyrrolidine-1-carboxylate